cyclopropyl (4-fluorophenyl) ketone FC1=CC=C(C=C1)C(=O)C1CC1